C(C)(C)(C)OC(=O)N1C[C@H](CC1)OC[C@@H](COCC1=CC=CC=C1)OS(=O)(=O)C1=CC=C(C)C=C1 (S)-3-((R)-3-(benzyloxy)-2-(tosyloxy)propoxy)pyrrolidine-1-carboxylic acid tert-butyl ester